C(C)(=O)OC1=CCCC1 (R)-cyclopentenol acetate